[1,2,4]Triazolo[1,5-a]pyridin-7-ol N=1C=NN2C1C=C(C=C2)O